COC1=C(C=CC(=C1)OC)C1=CC=C2C=CC=C3C=C(C(C1=C32)=O)O 9-(2,4-Dimethoxyphenyl)-2-hydroxy-1H-phenalen-1-one